ClC1=CC=C(C=C1)N1S(C2=C(OCC1)C=CC(=C2)NC(=O)C2=C(N=CO2)C)(=O)=O N-(2-(4-chlorophenyl)-1,1-dioxido-3,4-dihydro-2H-benzo[b][1,4,5]oxathiazepin-8-yl)-4-methyloxazole-5-carboxamide